tert-butyl N-(3-ethynyloxolan-3-yl)carbamate C(#C)C1(COCC1)NC(OC(C)(C)C)=O